S,S'-1,3-phenylene-bis(1,2-ethanediyl)bis-isothiourea C1(=CC(=CC=C1)CCSC(N)=N)CCSC(N)=N